N-(5-cyano-6-(2H-1,2,3-triazol-2-yl)pyridin-3-yl)-1-(imidazo[1,2-a]pyridin-3-yl)-5-(trifluoromethyl)-1H-pyrazole-4-carboxamide C(#N)C=1C=C(C=NC1N1N=CC=N1)NC(=O)C=1C=NN(C1C(F)(F)F)C1=CN=C2N1C=CC=C2